N1(N=CC=C1)C=1C=C(C=NC1)C=1N=NN(C1)CC=1NC=CN1 2-((4-(5-(1H-pyrazol-1-yl)pyridin-3-yl)-1H-1,2,3-triazol-1-yl)methyl)imidazole